(R)-N-(2-Hydroxy-2-(4-(3-(4-methyl-1H-imidazol-1-yl)propoxy)phenyl)ethyl)-N-methyl-acetamide O[C@@H](CN(C(C)=O)C)C1=CC=C(C=C1)OCCCN1C=NC(=C1)C